(R)-2-chloro-N-(5-chloro-6-(4-(hydroxymethyl)-1H-pyrazol-1-yl)pyridin-3-yl)-8-methyl-8-(trifluoromethyl)-7,8-dihydro-6H-pyrazolo[1,5-a]pyrrolo[2,3-e]pyrimidine-6-carboxamide ClC1=NN2C(N=CC3=C2[C@@](CN3C(=O)NC=3C=NC(=C(C3)Cl)N3N=CC(=C3)CO)(C(F)(F)F)C)=C1